hexakis(fluoren-2-yl)benzene C1=C(C=CC=2C3=CC=CC=C3CC12)C1=C(C(=C(C(=C1C1=CC=2CC3=CC=CC=C3C2C=C1)C1=CC=2CC3=CC=CC=C3C2C=C1)C1=CC=2CC3=CC=CC=C3C2C=C1)C1=CC=2CC3=CC=CC=C3C2C=C1)C1=CC=2CC3=CC=CC=C3C2C=C1